FC1=C(C=CC(=C1)F)C1=NC=C(N1C)C(=O)N1[C@@H](C[C@@H](C1)OC1=CC(=CC=C1)C1=C2CN(C(C2=CC=C1)=O)CCCCN1C(C2=CC=CC=C2C1=O)=O)C(=O)OC methyl (2S,4S)-1-[2-(2,4-difluorophenyl)-3-methyl-imidazole-4-carbonyl]-4-[3-[2-[4-(1,3-dioxoisoindolin-2-yl)butyl]-1-oxo-isoindolin-4-yl]phenoxy]pyrrolidine-2-carboxylate